1-((6-cyclopropyl-2-((1,3-dioxoisoindolin-2-yl)methyl)imidazo[1,2-a]pyridin-8-yl)amino)cyclopropane-1-carboxamide C1(CC1)C=1C=C(C=2N(C1)C=C(N2)CN2C(C1=CC=CC=C1C2=O)=O)NC2(CC2)C(=O)N